O.O.O1C(=C(O)C(=O)C=2C(O)=CC(O)=CC12)C1=CC(O)=C(O)C=C1 Quercetine Dihydrate